C(C)(=O)[O-].C(C)(=O)[O-].C(CCCCC)[Sn+2]CCCCCC dihexyltin diacetate